C(C1=CC=CC=C1)[C@@H]1[C@H](OC2(O1)CCCC2)CCO 2-((2R,3R)-3-benzyl-1,4-dioxaspiro[4.4]nonane-2-yl)ethanol